CC1(OCC(O1)=O)C 2,2-dimethyl-1,3-dioxolan-4-one